Cl.ClCC=1C=NC=CC1C 3-(chloromethyl)-4-methylpyridine hydrochloride